methyl 6-(3,4-dimethylphenyl)-2-((3-((2-ethylhexyl)oxy)-3-oxopropyl)thio)nicotinate CC=1C=C(C=CC1C)C1=NC(=C(C(=O)OC)C=C1)SCCC(=O)OCC(CCCC)CC